CCCCCCCCOP(=O)(OCCCCCCCC)OCCCCCCCC tri-n-octyl phosphate